FC1=CC=C(C=C1)CN1N=C(C=2CN(C[C@H](C21)C)C(=O)C=2NC=CC2)C(=O)NC=2C=C(C=CC2)CNC(OC(C)(C)C)=O tert-butyl N-[[3-[[(7R)-1-[(4-fluorophenyl)methyl]-7-methyl-5-(1H-pyrrole-2-carbonyl)-6,7-dihydro-4H-pyrazolo[4,3-c]pyridine-3-carbonyl]amino]phenyl] methyl]carbamate